5-amino-1,6-dimethyl-1,6-dihydro-2H-pyrido[3',2':6,7]azepino[4,3,2-cd]isoindol-2-one NC1=C2C=3C(N(C(C3C=C1)=O)C)=CC1=C(N2C)N=CC=C1